tri-iso-propylsilyl iso-butyl maleate C(\C=C/C(=O)OCC(C)C)(=O)O[Si](C(C)C)(C(C)C)C(C)C